C(C)(=O)O[SiH3] Acetoxy-Silane